8-(4-hydroxypentyl)-2H-acenaphthylene-1-one OC(CCCC1=CC=C2C=CC=C3CC(C1=C32)=O)C